(R)-2-chloro-7-ethyl-5-methyl-7,8-dihydropterin Cl[C@@]1(NC=2NC(CN(C2C(N1)=O)C)CC)N